CN1N=CC2=CC(=CC=C12)NC(C1=CC=CC=C1)=O N-(1-methylindazol-5-yl)benzamide